N-[4-(6-(isopropylamino)pyridine-4-yl)-1,3-thiazol-2-yl]-N-methyl-benzamide C(C)(C)NC1=CC(=CC=N1)C=1N=C(SC1)N(C(C1=CC=CC=C1)=O)C